3-chloro-naphtho[2,1-b:3,4-b']bis-benzofuran ClC=1C=CC2=C(C3=C(O2)C=2OC4=C(C2C2=CC=CC=C23)C=CC=C4)C1